(S)-N-(1-(4-(cyclopropanesulfonamido)pyridin-2-yl)-3-(dimethylamino)propyl)-5-(6-ethoxypyrazin-2-yl)thiazole-2-carboxamide C1(CC1)S(=O)(=O)NC1=CC(=NC=C1)[C@H](CCN(C)C)NC(=O)C=1SC(=CN1)C1=NC(=CN=C1)OCC